6-(2-oxa-6-azaspiro[3.3]heptan-6-yl)-8,9-dihydro-7H-cyclopenta[h]quinazolin-4-amine C1OCC12CN(C2)C=2C=C1C(=NC=NC1=C1C2CCC1)N